5-(Pyridin-3-yl)-N-((tetrahydro-2H-pyran-4-yl)methyl)-1H-indazole-3-carboxamide N1=CC(=CC=C1)C=1C=C2C(=NNC2=CC1)C(=O)NCC1CCOCC1